C[Si](OC)(C)N([SiH](C)C)[Si](C)(C)OC bis[dimethylmethoxysilyl](dimethylsilyl)amine